CC1=C(C=CC=C1C)N1C=NC(=CC1=O)C(=O)N1[C@@H](C/C(/C1)=N/OC)CO (S,Z)-3-(2,3-dimethylphenyl)-6-(2-(hydroxymethyl)-4-(methoxyimino)pyrrolidine-1-carbonyl)pyrimidin-4(3H)-one